O=C1N[C@@H]([C@H]2CC[C@@H]1N2)C(=O)OC methyl (1R,2S,5S)-4-oxo-3,8-diazabicyclo[3.2.1]octane-2-carboxylate